[2-(3,6-di-tert-butyl-9H-carbazol-9-yl)ethyl]phosphonic acid C(C)(C)(C)C=1C=CC=2N(C3=CC=C(C=C3C2C1)C(C)(C)C)CCP(O)(O)=O